C[C@@H](C(=O)N)N The molecule is an amino acid amide that is L-alanine in which the carboxy OH group is replaced by NH2. It is an amino acid amide and a L-alanine derivative. It is a conjugate base of a L-alaninamide(1+).